C(#N)C=1C=C(C=CC1OC(F)F)C=1SC(=C(N1)C)C(=O)O (3-cyano-4-(difluoromethoxy)phenyl)-4-methylthiazole-5-carboxylic acid